[(disulfanylidene-lambda5-phosphanyl)sulfanyl]-lambda5-phosphanedithione S(S)=[PH2]SP(=S)=S